OC1=CC=C(C=C1)/C=C/C(=O)C1=CC=C(C=C1)CC1C(NC(S1)=O)=O 5-[[4-[(E)-3-(4-Hydroxyphenyl)prop-2-enoyl]phenyl]methyl]-1,3-thiazolidine-2,4-dione